(S)-3-(3-(4-hydroxy-1-methyl-2-oxo-1,2-dihydropyridin-3-yl)ureido)-3-(4'-(trifluoromethoxy)biphenyl-3-yl)propanoic acid OC1=C(C(N(C=C1)C)=O)NC(N[C@@H](CC(=O)O)C=1C=C(C=CC1)C1=CC=C(C=C1)OC(F)(F)F)=O